(S)-N-((R)-1-(6-(ethylsulfonyl)pyridin-3-yl)-3-(4-hydroxypiperidin-1-yl)propyl)-4,7-difluoro-7-isopropyl-5,6,7,8-tetrahydroacridine-2-carboxamide C(C)S(=O)(=O)C1=CC=C(C=N1)[C@@H](CCN1CCC(CC1)O)NC(=O)C1=CC2=CC=3C[C@@](CCC3N=C2C(=C1)F)(C(C)C)F